CN(C)CC(=O)O The molecule is an N-methylglycine that is glycine carrying two N-methyl substituents. It has a role as a human metabolite, a Daphnia magna metabolite and a mouse metabolite. It is a N-methyl-amino acid and a member of N-methylglycines. It is a tautomer of a N,N-dimethylglycine zwitterion.